1-{4-[(4s,5r)-4,5-bis-(4-chloro-phenyl)-2-(2-ethoxyphenyl)-4,5-dihydro-imidazole-1-carbonyl]-piperazin-1-yl}-ethanone ClC1=CC=C(C=C1)[C@@H]1N=C(N([C@@H]1C1=CC=C(C=C1)Cl)C(=O)N1CCN(CC1)C(C)=O)C1=C(C=CC=C1)OCC